C(C1=CC=CC=C1)NC(=O)C([C@H](C[C@H]1C(NCC1)=O)NC(=O)[C@H]1N(C[C@@H](C1)C1CC1)C(=O)OCC1=CC=CC=C1)O benzyl (2S,4S)-2-{[(2S)-1-(benzylcarbamoyl)-1-hydroxy-3-[(3S)-2-oxopyrrolidin-3-yl]propan-2-yl]carbamoyl}-4-cyclopropylpyrrolidine-1-carboxylate